ethyl 6-bromoquinoline-4-carboxylate BrC=1C=C2C(=CC=NC2=CC1)C(=O)OCC